4-(4-(3,8-diazabicyclo[3.2.1]octan-3-yl)-6-chloro-8-fluoro-2-(((2R,7aS)-2-fluorotetrahydro-1H-pyrrolizin-7a(5H)-yl)methoxy)quinazolin-7-yl)-6-chlorobenzo[d]thiazol-2-amine C12CN(CC(CC1)N2)C2=NC(=NC1=C(C(=C(C=C21)Cl)C2=CC(=CC1=C2N=C(S1)N)Cl)F)OC[C@]12CCCN2C[C@@H](C1)F